ClC=1C=C(C=CC1F)NC1=NC=NC2=CC(=C(C=C12)OCC=1C=C2CN(C(C2=C(C1)F)=O)C1C(NC(CC1)=O)=O)OC 3-(5-(((4-((3-chloro-4-fluorophenyl)amino)-7-methoxyquinazolin-6-yl)oxy)methyl)-7-fluoro-1-Oxoisoindolin-2-yl)piperidine-2,6-dione